N-[(2R,3S)-3-{4-[(2S)-2-[2-(3-cyanophenyl)-2,2-difluoroacetamido]-2-[4-(difluoromethylidene)cyclohexyl]acetamido]-3-fluorophenyl}-1-(4-methylpiperazin-1-yl)-1-oxobutan-2-yl]propenamide C(#N)C=1C=C(C=CC1)C(C(=O)N[C@H](C(=O)NC1=C(C=C(C=C1)[C@@H]([C@H](C(=O)N1CCN(CC1)C)NC(C=C)=O)C)F)C1CCC(CC1)=C(F)F)(F)F